(S)-tert-butyl 2-(2-(4-(4-(2-(2-cyano-4,4-difluoropyrrolidin-1-yl)-2-oxoethylcarbamoyl)quinolin-6-yl)phenoxy)ethylamino)-2-oxoethylcarbamate C(#N)[C@H]1N(CC(C1)(F)F)C(CNC(=O)C1=CC=NC2=CC=C(C=C12)C1=CC=C(OCCNC(CNC(OC(C)(C)C)=O)=O)C=C1)=O